2-(4-Morpholino)ethyl-1-phenylcyclohexane-1-carboxylate C1CCC(CC1)(C2=CC=CC=C2)C(=O)OCCN3CCOCC3